C(C)(=O)C=1NC2=C(N1)C=CC=C2 2-Acetyl-benzimidazole